CC(=CCC1=C(C=CC=C1)P(C1=CC=CC=C1)C1=CC=CC=C1)C=CC1=C(CCCC1(C)C)C 3-methyl-5-(2,6,6-trimethyl-1-cyclohexene-1-yl)-2,4-pentadienyl-triphenylphosphine